OC(CCCC(=O)OCCOC(CCCC(CCCCCCCCCCCCC)O)=O)CCCCCCCCCCCCC ethylene glycol bis(5-hydroxy-stearate)